COC1=C(C=CC=C1)C=1C=CC=2N(N1)C(=CN2)C=2C=C(C=CC2)NC(C)=O N-[3-[6-(2-methoxyphenyl)imidazo[1,2-b]pyridazin-3-yl]phenyl]acetamide